6-(4-isopropyl-3-(5-(1-propylpiperidin-4-yl)pyridin-2-yl)-1H-pyrazol-5-yl)-8-methoxy-[1,2,4]triazolo[1,5-a]pyridine C(C)(C)C=1C(=NNC1C=1C=C(C=2N(C1)N=CN2)OC)C2=NC=C(C=C2)C2CCN(CC2)CCC